The molecule is a 2-oxo monocarboxylic acid. It derives from a pent-4-enoic acid. It is a conjugate acid of a 2-oxopent-4-enoate. It is a tautomer of a 2-hydroxypenta-2,4-dienoic acid. C=CCC(=O)C(=O)O